6-bromo-8-fluoro-4-hydroxyquinoline-3-carboxylic acid ethyl ester C(C)OC(=O)C=1C=NC2=C(C=C(C=C2C1O)Br)F